N-aminomethyl-gamma-aminopropyl-triethoxysilane NCNCCC[Si](OCC)(OCC)OCC